((6-(difluoromethoxy)-2-(3'-(6-(difluoromethoxy)-5-((2-methylazetidin-1-yl)methyl)benzo[d]oxazol-2-yl)-2,2'-dimethyl-[1,1'-biphenyl]-3-yl)benzo[d]oxazol-5-yl)methyl)-L-proline FC(OC1=CC2=C(N=C(O2)C=2C(=C(C=CC2)C2=C(C(=CC=C2)C=2OC3=C(N2)C=C(C(=C3)OC(F)F)CN3C(CC3)C)C)C)C=C1CN1[C@@H](CCC1)C(=O)O)F